bis[(dimethylamino)-methyl]phenol CN(C)CC=1C(=C(C=CC1)O)CN(C)C